OC=1C=C(CNC(C)=O)C=CC1CN1C(N(CCC1)C1=CC(=C(C=C1)OC)OCCCCC)=O N-(3-hydroxy-4-((3-(4-methoxy-3-(pentyloxy)phenyl)-2-oxotetrahydropyrimidin-1(2H)-yl)methyl)benzyl)acetamide